C(C)(C)(C)OC(N(C(=O)OC(C)(C)C)C1=NC(=C(C(=N1)C1CC1)Br)OC)=O N-(5-bromo-4-cyclopropyl-6-methoxy-pyrimidin-2-yl)-N-tert-butoxycarbonyl-carbamic acid tert-butyl ester